(3-hydroxy-8-iodonaphthalen-1-yl)(4-(2-methylazepan-1-yl)-2-((1-(piperidin-1-ylmethyl)cyclopropyl)methoxy)-5,7-dihydro-6H-pyrrolo[3,4-d]pyrimidin-6-yl)methanone OC=1C=C(C2=C(C=CC=C2C1)I)C(=O)N1CC=2N=C(N=C(C2C1)N1C(CCCCC1)C)OCC1(CC1)CN1CCCCC1